(3S,3aR,6S,6aR)-3,6-diamino-2,3,3a,5,6,6a-hexahydrofuro[3,2-b]furan N[C@@H]1[C@@H]2[C@H](OC1)[C@H](CO2)N